C(C)(C)NC(COC=1C=C(C(=O)OC)C=CC1)=O methyl 3-[2-(isopropylamino)-2-oxoethoxy]benzoate